ClC=1C(=NC(=NC1)N1CC2(C1)CN(CC2)C2=CN=C1C(=N2)N(N=C1)CC(F)F)C 2-(5-chloro-4-methylpyrimidin-2-yl)-6-[1-(2,2-difluoroethyl)-1H-pyrazolo[3,4-b]pyrazin-6-yl]-2,6-diazaspiro[3.4]octane